methyl (10-(3,5-dichlorophenyl)-6-hydroxy-[1,2,4]triazolo[5,1-a]isoquinoline-5-carbonyl)glycinate ClC=1C=C(C=C(C1)Cl)C=1C=CC=C2C(=C(N3C(C12)=NC=N3)C(=O)NCC(=O)OC)O